N-((1r,4r)-4-(4-Cyano-3-(trifluoromethyl)phenoxy)cyclohexyl)-6-(4-(hydroxymethyl)piperidin-1-yl)nicotinamide C(#N)C1=C(C=C(OC2CCC(CC2)NC(C2=CN=C(C=C2)N2CCC(CC2)CO)=O)C=C1)C(F)(F)F